2-(aminomethyl)-1,3-propanediamine NCC(CN)CN